BrC1=CC=C(C(=O)C2=CC(=C3N2C2=CC=C(C=C2C=C3)C)C(=O)OCC)C=C1 Ethyl 1-(4-bromobenzoyl)-7-methylpyrrolo[1,2-a]quinoline-3-carboxylate